C(C1=CC=CC=C1)OC=1C(=C(C=2C[C@@H](CCC2C1)NC(=O)OC(C)(C)C)F)N(S(NC(=O)OCC=C)(=O)=O)CC(=O)OC(C)(C)C tert-butyl [{(7R)-3-(benzyloxy)-7-[(tert-butoxycarbonyl)amino]-1-fluoro-5,6,7,8-tetrahydronaphthalen-2-yl}({[(prop-2-en-1-yl)oxy]carbonyl}sulfamoyl)amino]acetate